ClC=1C=CC2=C(N=C(S2)C2N(CC(C2)O)C(C(C(C)C)N2N=NC(=C2)C2CC2)=O)C1 1-(2-(5-chlorobenzo[d]thiazol-2-yl)-4-hydroxypyrrolidin-1-yl)-2-(4-cyclopropyl-1H-1,2,3-triazol-1-yl)-3-methylbutan-1-one